3-[(2,4-dichlorophenyl)methoxy]-4,5-dihydro-4,4-dimethylisoxazole ClC1=C(C=CC(=C1)Cl)COC1=NOCC1(C)C